2-[4-[3-(2,6-dioxo-3-piperidyl)phenyl]-1-piperidyl]acetaldehyde O=C1NC(CCC1C=1C=C(C=CC1)C1CCN(CC1)CC=O)=O